ON(C(C(=C)CCC)=O)O N,N-dihydroxypropylacrylamide